C1CC[N+]=2N1C=CC2 2,3-dihydro-1H-pyrazolo[1,2-a]pyrazol-4-ium